Nickel Oxide [Ni]=O